BrC1=C(SC=C1)CC(=O)OC methyl 2-(3-bromo-2-thienyl)acetate